S(=O)(=O)(N)N Sulphamid